2-methyl-5-isopropylbenzoquinone CC=1C(C=C(C(C1)=O)C(C)C)=O